5-{2-[2-(7-ethoxyquinoline-8-sulfonamido)phenyl]ethynyl}pyridine-2-carboxylic acid C(C)OC1=CC=C2C=CC=NC2=C1S(=O)(=O)NC1=C(C=CC=C1)C#CC=1C=CC(=NC1)C(=O)O